FC(C(=O)O)(F)F.ClC1=C(C=CC=C1Cl)C1=NNC2=NC(=CN=C21)N2CCC1(CCC[C@H]1N)CC2 (R)-8-(3-(2,3-dichlorophenyl)-1H-pyrazolo[3,4-b]pyrazin-6-yl)-8-azaspiro[4.5]decan-1-amine trifluoroacetate salt